(15R)-15-methyl-5-[4-(4-methylpiperazin-1-yl)-6-vinyl-pyrimidin-2-yl]-11-thia-6,14,17-triazatetracyclo[8.8.0.0^2,7.0^12,18]octadeca-1(10),2(7),3,5,8,12(18)-hexaen-13-one C[C@H]1NC(C=2SC=3C=CC=4N=C(C=CC4C3C2NC1)C1=NC(=CC(=N1)N1CCN(CC1)C)C=C)=O